rac-(6S)-6-tert-butyl-N-[rac-(1R)-3-(2-oxo-1-oxa-3-aza-8-azoniaspiro[4.5]decan-8-yl)-1-[4-(6-oxo-1H-pyridin-3-yl)phenyl]propyl]-5,6,7,8-tetrahydrothieno[2,3-b]quinoline-2-carboxamide C(C)(C)(C)[C@@H]1CC=2C=C3C(=NC2CC1)SC(=C3)C(=O)N[C@H](CC[NH+]3CCC1(CNC(O1)=O)CC3)C3=CC=C(C=C3)C3=CNC(C=C3)=O |r|